C(C)(C)[C@H]1COCC(N1C)COC1=CC=C(C=C1)C=1C=C(C(NC1C(F)(F)F)=O)C(=O)N 5-(4-(((5S)-5-isopropyl-4-methylmorpholin-3-yl)methoxy)phenyl)-2-oxo-6-(trifluoromethyl)-1,2-dihydropyridine-3-carboxamide